ClC1=CC=C(CSC=2OC3=C(N2)C(=C(C=C3)F)F)C=C1 ((4-chlorobenzyl)thio)-4,5-difluorobenzo[d]oxazole